1-(4-(6-chloro-7-(1H-indazol-6-yl)quinazolin-4-yl)piperazin-1-yl)prop-2-en-1-one ClC=1C=C2C(=NC=NC2=CC1C1=CC=C2C=NNC2=C1)N1CCN(CC1)C(C=C)=O